5-chloro-2-fluoro-4-((2-fluorobenzyl)oxy)-N-(thiazol-2-yl)benzenesulfonamide ClC=1C(=CC(=C(C1)S(=O)(=O)NC=1SC=CN1)F)OCC1=C(C=CC=C1)F